(±)-2-methyl-3-((4-oxooctan-2-yl)thio)propanoic acid CC(C(=O)O)CSC(C)CC(CCCC)=O